NCCOCCOCCOCCOCCOCCC(=O)OC(C)(C)C tert-butyl 1-amino-3,6,9,12,15-pentaoxaoctadecan-18-oate